N-[(3R)-1-(4-{[(1R)-1-(5-bromo-2-methylphenyl)ethyl]amino}-2-methylpyrido[3,4-d]pyrimidin-6-yl)pyrrolidin-3-yl]acetamide BrC=1C=CC(=C(C1)[C@@H](C)NC=1C2=C(N=C(N1)C)C=NC(=C2)N2C[C@@H](CC2)NC(C)=O)C